FC1=CC=C(OCCCN2C[C@@H]3[C@H](N4CC(NC=5C=CC=C3C45)=O)CC2)C=C1 trans-8-(3-(4-fluorophenoxy)propyl)-6b,7,8,9,10,10a-hexahydro-1H-pyrido[3',4':4,5]pyrrolo[1,2,3-de]quinoxalin-2(3H)-one